CC(=CCCC=1C2C3=C(C4=CC=C(C=C4C(=C3C(C1)C2)OC(C)=O)C)OC(C(=C)C)=O)C 2-(4-methyl-3-pentenyl)-6-methyl-9-methacryloyloxy-10-acetoxy-1,4-dihydro-1,4-methanoanthracene